(trans-1,3-dimethylpiperidin-4-yl)-1-(2-methylbenzyl)cyclopropane-1-carboxamide [(2R,3R,4R,5R,6R)-5-acetamido-3,4-diacetoxy-6-(2-benzyloxyethoxy)tetrahydropyran-2-yl]methyl-acetate C(C)(=O)N[C@@H]1[C@H]([C@H]([C@H](O[C@H]1OCCOCC1=CC=CC=C1)COC(C)=O)OC(C)=O)OC(C)=O.CN1C[C@H]([C@@H](CC1)C1C(C1)(C(=O)N)CC1=C(C=CC=C1)C)C